2-(cyclopropylethynyl)-3'-ethoxy-2'-methyl-[1,1'-biphenyl]-4-amine C1(CC1)C#CC1=C(C=CC(=C1)N)C1=C(C(=CC=C1)OCC)C